NCCC1=CN=C(O1)CCN(C(OC(C)(C)C)=O)CC1=CC(=C(C=C1)OC(F)(F)F)Cl tert-Butyl (2-(5-(2-aminoethyl)oxazol-2-yl)ethyl)(3-chloro-4-(trifluoromethoxy)benzyl)carbamate